(R)-3-(1-hydroxynaphthalen-2-yl)-4-methyl-6-((1-methylpiperidin-3-yl)amino)-1,2,4-triazine OC1=C(C=CC2=CC=CC=C12)[C@H]1N=NC(=CN1C)NC1CN(CCC1)C